CC(=O)N[C@@H]1[C@H]([C@@H]([C@H](O[C@H]1NC(=O)C[C@@H](C(=O)O)N)CO)O)O N4-(β-N-Acetyl-D-glucosaminyl)-L-asparagine